C(CCC)[Si](O[C@@H](C)C1=CC=CC=C1)(CCCC)CCCC (S)-tributyl(1-phenyl-ethoxy)silane